(+)-5-[3-Oxo-3-[3-[4-(2,2,2-trifluoroethyl)phenyl]azetidin-1-yl]propyl]pyrrolidin-2-one O=C(CCC1CCC(N1)=O)N1CC(C1)C1=CC=C(C=C1)CC(F)(F)F